FC=1C(=CC(=NC1)OC)C1=CC(=NN1)C(=O)N1[C@@H](C[C@H]([C@@H](C1)C)C(=O)NC1CCC(CC1)(C(F)(F)F)O)C (2R,4R,5S)-1-(5-(5-fluoro-2-methoxypyridin-4-yl)-1H-pyrazole-3-carbonyl)-N-((1r,4R)-4-hydroxy-4-(trifluoromethyl)cyclohexyl)-2,5-dimethylpiperidine-4-carboxamide